tert-butyl (2-chloro-4-(4-chlorophenyl)pyridin-3-yl)carbamate ClC1=NC=CC(=C1NC(OC(C)(C)C)=O)C1=CC=C(C=C1)Cl